C(C)(C)(C)OC(C[C@H]1N(CC[C@H](C1)O)C(=O)OC(C)(C)C)=O tert-Butyl (2S,4R)-2-(2-(tert-butoxy)-2-oxoethyl)-4-hydroxypiperidine-1-carboxylate